2-(4-bromo-1-(oxetan-3-yl)-1H-pyrazol-3-yl)-5-fluoropyridine BrC=1C(=NN(C1)C1COC1)C1=NC=C(C=C1)F